Cl.C(C1=CC=CC=C1)[C@H]1COC2=C(CN1)C=CC(=C2)C(=O)OC methyl (S)-3-benzyl-2,3,4,5-tetrahydrobenzo[f][1,4]oxazepine-8-carboxylate hydrochloride